C1(CC1)CC=1N(C(=CC1C=1SC=C(N1)C(=O)O)C1=CC(=CC=C1)N1C(COCC1)=O)CC1=CC(=C(C=C1)S(N)(=O)=O)F 2-(2-(cyclopropylmethyl)-1-(3-fluoro-4-sulfamoylbenzyl)-5-(3-(3-oxomorpholino)phenyl)-1H-pyrrol-3-yl)thiazole-4-carboxylic acid